3-((2-Amino-3-fluoropyridin-4-yl)thio)propanoic acid methyl ester COC(CCSC1=C(C(=NC=C1)N)F)=O